ethyl-(4-methylphenylethyl)phosphinic acid C(C)P(O)(=O)CCC1=CC=C(C=C1)C